O[C@@H]1CN(CCC1)C1=C(C=C(C=C1)N1N=NN=C1)NS(=O)(=O)C=1C=C(C(=O)O)C=CC1OC (S)-3-(N-(2-(3-hydroxypiperidin-1-yl)-5-(tetrazol-1-yl)phenyl)sulfamoyl)-4-methoxybenzoic acid